FC=1C=C(C=CC1F)C1=C(C(=NC(=N1)C1=CNC2=NC=C(C=C21)F)NC2C(C1CCC2CC1)C(=O)O)F (+/-)-trans-3-((6-(3,4-difluorophenyl)-5-fluoro-2-(5-fluoro-1H-pyrrolo[2,3-b]pyridin-3-yl)pyrimidin-4-yl)amino)bicyclo[2.2.2]octane-2-carboxylic acid